1-{2-fluoro-4-[5-(4-isobutylphenyl)-1,2,4-oxadiazol-3-yl]-benzyl}-3-azetidinecarboxylic acid sulfate salt S(=O)(=O)(O)O.FC1=C(CN2CC(C2)C(=O)O)C=CC(=C1)C1=NOC(=N1)C1=CC=C(C=C1)CC(C)C